C(C1=CC=CC=C1)OC1CC(C1)C1=NN(C2=C1C=NC(=C2)NC(=O)NCC2=CC=C(C=C2)OC)C2=NC(=CC(=C2)C)[C@]2(COCC2)OC (R)-1-(3-(3-(benzyloxy)cyclobutyl)-1-(6-(3-methoxy-tetrahydrofuran-3-yl)-4-methylpyridin-2-yl)-1H-pyrazolo[4,3-c]pyridin-6-yl)-3-(4-methoxybenzyl)urea